2-(2,6-dioxopiperidin-3-yl)-5-(2-(2-(2-(2-((1-(5-(5-methyl-5H-pyrido[4,3-b]indol-7-yl)pyridin-2-yl)azetidin-3-yl)oxy)ethoxy)ethoxy)ethoxy)ethoxy)isoindoline-1,3-dione O=C1NC(CCC1N1C(C2=CC=C(C=C2C1=O)OCCOCCOCCOCCOC1CN(C1)C1=NC=C(C=C1)C=1C=CC=2C3=C(N(C2C1)C)C=CN=C3)=O)=O